ls-2,6-dichlorofluorobenzene ClC1=C(C(=CC=C1)Cl)F